1-(4-bromophenyl)-3-((S)-(4-(tert-butyl)phenyl)((R)-2'-iodo-6,6'-dimethyl-[1,1'-biphenyl]-2-yl)-λ4-sulfaneylidene)urea BrC1=CC=C(C=C1)NC(=O)N=[S@](C1=C(C(=CC=C1)C)C1=C(C=CC=C1C)I)C1=CC=C(C=C1)C(C)(C)C